Cl.NC1CCN(CC1)C(CN1CCOCC1)=O 1-(4-Aminopiperidin-1-yl)-2-morpholinoethan-1-one hydrochloride